N-(2,2-difluoroethyl)-5-(2-((cis-4-methoxycyclohexyl)amino)-7H-pyrrolo[2,3-d]pyrimidin-5-yl)pyrazolo[1,5-a]pyridine-3-carboxamide FC(CNC(=O)C=1C=NN2C1C=C(C=C2)C2=CNC=1N=C(N=CC12)N[C@@H]1CC[C@@H](CC1)OC)F